BrC=1C=NN2C1N=C(C=C2)N 3-bromopyrazolo[1,5-a]pyrimidin-5-amine